NC1=NC(=C(C(=N1)N)NC=O)O 2,4-diamino-6-hydroxy-5-formamidopyrimidine